ClC1=C(C=C(C=C1)F)C1NC(C2=C1C(=CC1=C(N(N=C21)C)C(C(F)(F)F)F)NC(C2=CC(=CC(=C2)C(F)(F)F)F)=O)=O N-[6-(2-chloro-5-fluorophenyl)-2-methyl-8-oxo-3-(1,2,2,2-tetrafluoroethyl)-7,8-dihydro-6H-pyrrolo[4,3-g]indazol-5-yl]-3-fluoro-5-(trifluoromethyl)benzamide